C(C1=CC=CC=C1)NS(=O)(=O)C1=C(C=CC(=C1)Br)OC N-benzyl-5-bromo-2-methoxybenzenesulfonamide